COC=COC 1,2-dimethoxyethene